NC(CN(C(OC(C)(C)C)=O)NC(=O)[C@H]1N(CCC1)C(=O)C1(CC1)C1=CC=C(C=C1)OC(F)(F)F)=O Tert-Butyl N-(2-Amino-2-Oxo-Ethyl)-N-[[(2S)-1-[1-[4-(Trifluoromethoxy)Phenyl]Cyclopropanecarbonyl]Pyrrolidine-2-Carbonyl]Amino]Carbamate